C(C)(C)(C)[C@H]1N2C(C=3N(N=C4C(=CC=CC34)OCCCCCCCC(OCCCCC)=O)C1)=CC(C(=C2)C(=O)OC)=O methyl (R)-6-(tert-butyl)-2-oxo-10-((8-oxo-8-(pentyloxy)octyl)oxy)-6,7-dihydro-2H-pyrido[2',1':3,4]pyrazino[1,2-b]indazole-3-carboxylate